ClC=1C(=NN(C1)C)C(=O)N1CCN(CC1)CC(=O)C1=CC=C(C=C1)Cl 2-[4-(4-Chloro-1-methyl-1H-pyrazole-3-carbonyl)-piperazin-1-yl]-1-(4-chloro-phenyl)-ethanone